3,5-diamino-1H-pyrazole-4-carboxylic acid ethyl ester C(C)OC(=O)C=1C(=NNC1N)N